dimethyl-bicyclo[2.2.1]hepta-2,5-diene CC=1C2(C=CC(C1)C2)C